COC1=CC=C(CN(C2=NC(=NN3C2=NC=C3C(C=3C=CC(=NC3)OCCN(C(OC(C)(C)C)=O)C)O)OC(C)CCC)CC3=CC=C(C=C3)OC)C=C1 tert-butyl (2-((5-((4-(bis(4-methoxybenzyl)amino)-2-(pentan-2-yloxy)imidazo[2,1-f][1,2,4]triazin-7-yl)(hydroxy)methyl)pyridin-2-yl)oxy)ethyl)(methyl)carbamate